C(C)(C)(C)OC(NC1=NC(=CC(=C1)Br)CO)=O (4-bromo-6-(hydroxymethyl)pyridin-2-yl)carbamic acid tert-butyl ester